FC1=C(OC2=CC=C(C=N2)CNC(OC(C)(C)C)=O)C=CC=C1 tert-butyl ((6-(2-fluorophenoxy)pyridin-3-yl)methyl)carbamate